C1(CCC1)[C@H]1[C@@H](C1)N |r| rac-(1R,2S)-2-cyclobutylcyclopropan-1-amine